1-(5-fluoropentyl)-3-(naphthalen-1-yl)-6-nitroindole FCCCCCN1C=C(C2=CC=C(C=C12)[N+](=O)[O-])C1=CC=CC2=CC=CC=C12